C(C)(C)(C)OC(=O)N(N(C1=CC2=C(N=C(S2)C)C=C1)C)C 1,2-Dimethyl-2-(2-methylbenzo[d]thiazol-6-yl)hydrazine-1-carboxylic acid tert-butyl ester